2-{6-ethyl-9-[(1R,2R)-2-hydroxycyclohexyl]-4-methyl-6,7,8,9-tetrahydro-5H-pyridazino[3,4-e][1,4]diazepin-3-yl}-5-(trifluoromethyl)phenol C(C)N1CCN(C2=C(C1)C(=C(N=N2)C2=C(C=C(C=C2)C(F)(F)F)O)C)[C@H]2[C@@H](CCCC2)O